(R)-N-(1-cyanopyrrolidin-3-yl)-6-(1-methyl-1H-pyrazol-4-yl)-1H-benzo[d]imidazole-2-carboxamide C(#N)N1C[C@@H](CC1)NC(=O)C1=NC2=C(N1)C=C(C=C2)C=2C=NN(C2)C